BrC=1SC(=C(N1)C)C(=O)NCC1=NC=C(C=C1F)F 2-bromo-N-[(3,5-difluoropyridin-2-yl)methyl]-4-methyl-1,3-thiazole-5-carboxamide